OC=1N=CC=C2C=C(N=CC12)CC(=O)N (8-hydroxy-2,7-naphthyridin-3-yl)acetamide